methyl 8-[[(1S)-1-[(2S,4R)-4-hydroxy-2-[[(1S)-1-[4-(4-methylthiazol-5-yl)phenyl]ethyl]carbamoyl]pyrrolidine-1-carbonyl]-2,2-dimethyl-propyl]amino]-8-oxo-octanoate O[C@@H]1C[C@H](N(C1)C(=O)[C@H](C(C)(C)C)NC(CCCCCCC(=O)OC)=O)C(N[C@@H](C)C1=CC=C(C=C1)C1=C(N=CS1)C)=O